NC1=NC2=C(C=3N1N=C(N3)C=3OC=CC3)SC(N2CCN2CCN(CC2)C2=C(C=C(C(=O)NCCO)C=C2)F)=O 4-(4-(2-(5-amino-8-(furan-2-yl)-2-oxothiazolo[5,4-e][1,2,4]triazolo[1,5-c]pyrimidin-3(2H)-yl)ethyl)piperazin-1-yl)-3-fluoro-N-(2-hydroxyethyl)benzamide